N1CC(=CCC1)C1=NC=CN=C1 2-(1,2,5,6-tetrahydropyridine-3-yl)pyrazine